[N+](=O)([O-])N1S(=O)(=O)C2=CC=CC=C2C1=O N-nitrosaccharin